C(#C)C1=C(N)C=CC(=C1)C=1SC2=C(N1)C=C(C=C2)F 2-Ethynyl-4-(5-fluorobenzothiazol-2-yl)aniline